O=S.[Mg].[Ca] calcium magnesium oxysulfide